dimethylhexadecahydrobenzo[l][1,4,7,11,14]pentaazacyclooctadecine CC1CCNCCNCCNCCCCNC2=C(N1C)C=CC=C2